5-(5-fluoro-3-pyridinyl)-3-isopropyl-N-[2-(4-methoxyphenyl)propyl]Pyrazolo[1,5-a]Pyrimidine-7-amine FC=1C=C(C=NC1)C1=NC=2N(C(=C1)NCC(C)C1=CC=C(C=C1)OC)N=CC2C(C)C